Cl.CN1CCC2=C1N=C(N=C2C2=C1C=NNC1=CC=C2C)N2CC1(CNC1)CC2 7-methyl-4-(5-methyl-1H-indazol-4-yl)-2-(2,6-diazaspiro[3.4]octan-6-yl)-6,7-dihydro-5H-pyrrolo[2,3-d]pyrimidine hydrochloride